C(C)(C)(C)OC(=O)N1C[C@@H](N(CC1)C1=NC(=CC=C1)OCC1=C(C=C(C=C1)C#N)F)C (S)-4-(6-((4-cyano-2-fluorobenzyl)oxy)pyridin-2-yl)-3-methylpiperazine-1-carboxylic acid tert-butyl ester